2-(1-ethyl-3,5-dimethyl-1H-pyrazol-4-yl)acetaldehyde C(C)N1N=C(C(=C1C)CC=O)C